COC([C@@H](NC(=O)OC(C)(C)C)CCC(=O)OC)=O boc-L-glutamic acid dimethyl ester